N-(5-(3,5-difluorobenzyl)-1H-indazol-3-yl)-4-(4-methylpiperazin-1-yl)-2-nitroaniline FC=1C=C(CC=2C=C3C(=NNC3=CC2)NC2=C(C=C(C=C2)N2CCN(CC2)C)[N+](=O)[O-])C=C(C1)F